The molecule is a dinitrobenzene that is benzene disubstituted at positions 1 and 3 with nitro groups. It has a role as a neurotoxin. C1=CC(=CC(=C1)[N+](=O)[O-])[N+](=O)[O-]